CN1CC2=CC(=CC=C2CC1)NC1=NC=C2C(=N1)N(N=C2)CCS(=O)(=O)C 2-methyl-N-(1-(2-(methylsulfonyl)ethyl)-1H-pyrazolo[3,4-d]pyrimidin-6-yl)-1,2,3,4-tetrahydroisoquinolin-7-amine